NC1=C(C(=O)N)C=C(C(=C1F)OC)F 2-amino-3,5-difluoro-4-methoxybenzamide